CC(CC(=O)C1C(C=CCC1(C)C)C)SCCOCCOCCSC(CC(=O)C1C(C=CCC1(C)C)C)C 3,14-dimethyl-1,16-bis(2,6,6-trimethylcyclohex-3-en-1-yl)-7,10-dioxa-4,13-dithiahexadecane-1,16-dione